(+)-1-{[2-oxo-4-(2,4,5-trifluorophenyl)pyrrolidin-1-yl]methyl}-1H-imidazole-4-carbonitrile O=C1N(CC(C1)C1=C(C=C(C(=C1)F)F)F)CN1C=NC(=C1)C#N